C(C)(C)(C)C=1N=C(C2=C(N1)OC(=C2C(=O)N)C)NC2(CC2)C tert-butyl-6-methyl-4-[(1-methylcyclopropyl)amino]furo[2,3-d]pyrimidine-5-carboxamide